NC1=C(C=C(C(=O)OC)C=C1I)NCC1(CC1)CF Methyl 4-amino-3-(((1-(fluoromethyl)cyclopropyl)methyl)amino)-5-iodobenzoate